O1N=C(N=C1)C(=O)OC methyl 1,2,4-oxadiazole-3-carboxylate